OC(CO)(C)O 2-Hydroxypropylenglycol